N[C@@H](C(C)C)C(=O)N[C@@H](CC(C)C)C(=O)N[C@@H](CCCCN)C(=O)O valyl-L-leucyl-L-lysine